F[C@@H]1CN(CC[C@@H]1NC1=NN2C(C(=N1)OC)=C(C(=C2)F)C=2C=C(C1=C(N(C=N1)CCF)C2)F)C(CO)=O 1-((3R,4S)-3-fluoro-4-((6-fluoro-5-(4-fluoro-1-(2-fluoroethyl)-1H-benzo[d]imidazol-6-yl)-4-methoxypyrrolo[2,1-f][1,2,4]triazin-2-yl)amino)piperidin-1-yl)-2-hydroxyethan-1-one